N-(4-(4-(trifluoromethyl)phenyl)-4,5,6,7-tetrahydropyrazolo[1,5-a]pyrimidin-6-yl)acrylamide FC(C1=CC=C(C=C1)N1C=2N(CC(C1)NC(C=C)=O)N=CC2)(F)F